N-(5-chloro-6-(1,3,4-oxadiazol-2-yl)pyridin-3-yl)-1-(quinolin-5-yl)-5-(trifluoromethyl)-1H-pyrazole-4-carboxamide ClC=1C=C(C=NC1C=1OC=NN1)NC(=O)C=1C=NN(C1C(F)(F)F)C1=C2C=CC=NC2=CC=C1